triisopropoxyTitanium C(C)(C)O[Ti](OC(C)C)OC(C)C